Rel-(1r,2s,5r)-2-phenylmethoxy-6-oxabicyclo[3.1.0]hexane C1(=CC=CC=C1)CO[C@@H]1[C@@H]2O[C@@H]2CC1 |o1:8,9,11|